N1=CC=NC2=C1C1=CC=CC=C1C=C2 naphthalenopyrazine